COC1(CC1)C1=NC2=C(C=C(C=C2C(N1C)=O)C)[C@@H](C)N[S@](=O)C(C)(C)C (R)-N-((R)-1-(2-(1-methoxycyclopropyl)-3,6-dimethyl-4-oxo-3,4-dihydroquinazolin-8-yl)ethyl)-2-methylpropane-2-sulfinamide